tert-Butyl (2R)-4-[[4-(3-cyanophenyl)-5-[2-methyl-6-(trifluoromethyl)-4-pyridyl]thiazol-2-yl]carbamoyl]-2-methyl-piperazine-1-carboxylate C(#N)C=1C=C(C=CC1)C=1N=C(SC1C1=CC(=NC(=C1)C(F)(F)F)C)NC(=O)N1C[C@H](N(CC1)C(=O)OC(C)(C)C)C